O=C1CC(N(C2=C(N1)C1=CC=CC=C1C=C2)C2=CC=C(C=C2)NS(=O)(=O)C2=C(C=CC=C2)[N+](=O)[O-])=O N-[4-(2,4-dioxo-1,2,3,4-tetrahydronaphtho-[1,2-b][1,4]-diazepin-5-yl)phenyl]-2-Nitrobenzenesulfonamide